FC1=C(C=CC=C1)C1(CO1)C1=CC=C(C=C1)F 2-(2-fluorophenyl)-2-(4-fluorophenyl)epoxyethane